2-(4-fluorophenyl)-6-morpholino-4H-pyran-4-one FC1=CC=C(C=C1)C=1OC(=CC(C1)=O)N1CCOCC1